palmitoyl-oleoyl-sn-glycero-3-phosphoethanolamine CCCCCCCCCCCCCCCC(=O)C(CN)(C(=O)CCCCCCC/C=C\CCCCCCCC)OP(=O)(O)OC[C@@H](CO)O